FC1(C(N(C2=C(O1)C=C(C(=C2)C2=C(C(=C(C(=C2F)F)F)F)F)F)CC2=CC=C(C(=O)OC)C=C2)=O)F methyl 4-((2,2,7-trifluoro-3-oxo-6-(perfluorophenyl)-2,3-dihydro-4H-benzo[b][1,4]oxazin-4-yl)methyl)benzoate